1-(4-(2-(4-chlorophenyl)but-3-yn-2-yl)thiazol-2-yl)-3-(1-(4-(piperazin-1-yl)phenyl)cyclopropyl)urea ClC1=CC=C(C=C1)C(C)(C#C)C=1N=C(SC1)NC(=O)NC1(CC1)C1=CC=C(C=C1)N1CCNCC1